C1(CCCCC1)C=1C=NN(C1)C1CCN(CC1)C(CCCCCNC=1C=C2C(N(C(C2=CC1)=O)C1C(NC(CC1)=O)=O)=O)=O 5-((6-(4-(4-cyclohexyl-1H-pyrazol-1-yl)piperidin-1-yl)-6-oxohexyl)amino)-2-(2,6-dioxopiperidin-3-yl)isoindoline-1,3-dione